diglycidyl 1,2-cyclohexanedicarboxylate C1(C(CCCC1)C(=O)OCC1CO1)C(=O)OCC1CO1